(3S,4S)-tert-butyl 3-nitro-4-phenylpiperidine-1-carboxylate [N+](=O)([O-])[C@@H]1CN(CC[C@H]1C1=CC=CC=C1)C(=O)OC(C)(C)C